C(#N)C1(OOC1(C#N)C#N)C#N 3,3,4,4-tetracyano-1,2-dioxetane